BrC=1C=CC2=C(C(=N[C@H](C=3N2C(=NN3)SCCN(CC)CC)CCC(=O)OC)C3=C(C=CC=C3)F)C1 methyl (S)-3-(8-bromo-1-((2-(diethylamino)ethyl)thio)-6-(2-fluorophenyl)-4H-benzo[f][1,2,4]triazolo[4,3-a][1,4]diazepin-4-yl)propionate